BrC=1C(=NC(=CC1)C)F 3-Bromo-2-fluoro-6-picoline